magnesium-calcium propoxide [O-]CCC.[Ca+2].[Mg+2].[O-]CCC.[O-]CCC.[O-]CCC